NCC1=CC=C(C=C1)CN(C1=C(C(=NN1C(=O)C1=COC(=C1)C)C1CC(NC1)O)C)C 4-[5-({[4-(aminomethyl)phenyl]methyl}(methyl)amino)-4-methyl-1-(5-methylfuran-3-carbonyl)-1H-pyrazol-3-yl]pyrrolidin-2-ol